CC1C(NC(N1)=O)=O 5-methyl-imidazolidine-2,4-dione